racemic-tert-butyl (cis)-4-(((S)-1-(benzyloxy)-3-methyl-1-oxobutan-2-yl)(methyl)carbamoyl)-3-(hydroxymethyl)piperidine-1-carboxylate C(C1=CC=CC=C1)OC([C@H](C(C)C)N(C(=O)[C@@H]1[C@@H](CN(CC1)C(=O)OC(C)(C)C)CO)C)=O |r|